CC1=CC=C2C(N3C(=NC2=C1)C(C1=CC(=CC=C13)[N+](=O)[O-])=O)=O 3-methyl-8-nitroindolo[2,1-b]quinazoline-6,12-dione